Cl.NC(C(=O)N1CCN(CC1)C(=O)NC1=NC(N(C=C1)C1=CC=C(C=C1)OC(CNC1CNC1)C)=O)(C)C 4-(2-Amino-2-methylpropanoyl)-N-(1-(4-((1-(azetidin-3-ylamino)propan-2-yl)oxy)phenyl)-2-oxo-1,2-dihydropyrimidin-4-yl)piperazine-1-carboxamide hydrochloride salt